ethyl 2,4-dihydroxyimidazo[1,5-a]pyrimidine-8-carboxylate OC1=NC=2N(C(=C1)O)C=NC2C(=O)OCC